(3R,4R)-1-(1H-benzo[d]imidazol-5-yl)-3-cyclopropyl-4-(2,6-difluoro-4-(6-(trifluoromethyl)pyridazin-3-yl)phenyl)azetidin-2-one N1C=NC2=C1C=CC(=C2)N2C([C@@H]([C@@H]2C2=C(C=C(C=C2F)C=2N=NC(=CC2)C(F)(F)F)F)C2CC2)=O